ClC1=C(C=CC(=C1)OC(F)(F)F)C(C(=O)O)(F)F 2-[2-chloro-4-(trifluoromethoxy)phenyl]-2,2-difluoro-acetic acid